C(CCCCC)N(CCCCCC)CC(=O)OCCCCCCCCCC 1-decanol N,N-dihexylaminoacetate